2-(4-(4-(aminomethyl)-1-oxo-1,2-dihydrophthalazin-6-yl)-1-methyl-1H-pyrazol-5-yl)-4-chloro-6-ethylbenzonitrile NCC1=NNC(C2=CC=C(C=C12)C=1C=NN(C1C1=C(C#N)C(=CC(=C1)Cl)CC)C)=O